1-pentyl-3-methylimidazole tetrafluoroborate salt F[B-](F)(F)F.C(CCCC)N1CN(C=C1)C